2-[(dimethylamino)methyl]-1,3-oxazole-4-carbonitrile CN(C)CC=1OC=C(N1)C#N